3-chloro-5-(2-(4-((2-(4-(1-(pyrrolidin-3-yl)azetidin-3-yl)piperazin-1-yl)Pyrimidin-4-yl)methoxy)phenyl)propan-2-yl)benzonitrile ClC=1C=C(C#N)C=C(C1)C(C)(C)C1=CC=C(C=C1)OCC1=NC(=NC=C1)N1CCN(CC1)C1CN(C1)C1CNCC1